C1(CC1)NCC=1C=C(C=CC1)C=1C(=NC(=C(N1)C)C1=C(C(=CC=C1)Cl)Cl)CO (3-(3-((cyclopropylamino)methyl)phenyl)-6-(2,3-dichlorophenyl)-5-methylpyrazin-2-yl)methanol